methacrylic acid monohydroxyethyl-phthalate OCCOC(C=1C(C(=O)O)=CC=CC1)=O.C(C(=C)C)(=O)O